N2-(2,5-Dichlorobenzoyl)-N-[(1R)-1-(dihydroxyboryl)-3-methylbutyl]glycinamide ClC1=C(C(=O)NCC(=O)N[C@@H](CC(C)C)B(O)O)C=C(C=C1)Cl